COC1=CC=C(CN2C(N(CCC2=O)C2=NOC3=C2C=C(C=C3)CN3CCN(CC3)C(=O)OC(C)(C)C)=O)C=C1 tert-butyl 4-((3-(3-(4-methoxybenzyl)-2,4-dioxotetrahydropyrimidin-1(2H)-yl)benzo[d]isoxazol-5-yl)methyl)piperazine-1-carboxylate